C(C=C)(=O)N1C[C@@H](N(C[C@H]1C)C=1C2=C(N(C(N1)=O)C=1C(=NC=CC1C)C(C)C)N=C(C(=C2)F)C2=C(C=CC=C2O)F)C 4-((2S,5R,M)-4-acryloyl-2,5-dimethylpiperazin-1-yl)-6-fluoro-7-(2-fluoro-6-hydroxyphenyl)-1-(2-isopropyl-4-methylpyridin-3-yl)pyrido[2,3-d]pyrimidin-2(1H)-one